6-(6-(4-(2-(2,6-dioxopiperidin-3-yl)benzyl)piperazin-1-yl)pyridin-3-yl)-1-isopropyl-N-((6-methyl-2-oxo-4-propyl-1,2-dihydropyridin-3-yl)methyl)-1H-indazole-4-carboxamide O=C1NC(CCC1C1=C(CN2CCN(CC2)C2=CC=C(C=N2)C=2C=C(C=3C=NN(C3C2)C(C)C)C(=O)NCC=2C(NC(=CC2CCC)C)=O)C=CC=C1)=O